FC1C(C1)C(=O)NC=1N=C2N(C=C(C=C2)C=2C(=CC3=C(N=CS3)C2)C)C1 2-fluoro-N-(6-(6-methylbenzo[d]thiazol-5-yl)imidazo[1,2-a]pyridin-2-yl)cyclopropanecarboxamide